CSC1=C(C2=CC=CC=C2C=C1)Br 2-methylsulfanyl-1-bromonaphthalene